C1(CC1)N(CCC(C(=O)O)NC(=O)OC(C)C1=CC=CC=C1)CCCCC1=NC=2NCCCC2C=C1 4-[cyclopropyl-[4-(5,6,7,8-tetrahydro-1,8-naphthyridin-2-yl)butyl]amino]-2-[[1-phenylethoxy]carbonylamino]butanoic acid